4-fluoro-N-{phenyl-[4-(prop-2-yl)phenyl]methyl}-1-[2-(quinolin-5-yl)acetyl]pyrrolidine-2-carboxamide FC1CC(N(C1)C(CC1=C2C=CC=NC2=CC=C1)=O)C(=O)NC(C1=CC=C(C=C1)C(C)C)C1=CC=CC=C1